3-(1-(6-methoxy-3,4-dihydro-2H-benzo[b][1,4]thiazin-7-yl)-6-(pyrazolo[1,5-a]pyrimidin-3-yl)-1H-pyrazolo[4,3-c]pyridin-3-yl)-1,1-dimethylurea COC1=CC2=C(SCCN2)C=C1N1N=C(C=2C=NC(=CC21)C=2C=NN1C2N=CC=C1)NC(N(C)C)=O